C1=CC=CC=2C3=CC=CC=C3N(C12)C1=CC=C(C=C1)C1=C(C(=C(C(=C1C=1OC2=C(N1)C=CC=C2)C2=CC=C(C=C2)N2C1=CC=CC=C1C=1C=CC=CC21)C2=CC=C(C=C2)N2C1=CC=CC=C1C=1C=CC=CC21)C2=CC=C(C=C2)N2C1=CC=CC=C1C=1C=CC=CC21)C#N 4',6'-bis(4-(9H-carbazol-9-yl)phenyl)-5'-(benzo[d]oxazol-2-yl)-4,4''-di(9H-carbazol-9-yl)-[1,1':2',1''-terphenyl]-3'-carbonitrile